4-(4-bromophenyl)-2-(2-methyl-2H-indazol-5-yl)-6-(2,2,2-trifluoroethoxy)pyrido[2,3-b]pyrazin-3(4H)-one BrC1=CC=C(C=C1)N1C2=C(N=C(C1=O)C1=CC3=CN(N=C3C=C1)C)C=CC(=N2)OCC(F)(F)F